1-(4-chloropyridin-2-yl)-4-(trimethylsilyl)-3-butyn-2-one ClC1=CC(=NC=C1)CC(C#C[Si](C)(C)C)=O